5-benzyl-N-(4-(2-(2-methoxyethoxy)-6-methylphenyl)pyridin-2-yl)-4H-1,2,4-triazole-3-carboxamide C(C1=CC=CC=C1)C=1NC(=NN1)C(=O)NC1=NC=CC(=C1)C1=C(C=CC=C1C)OCCOC